C1(=CC=C(C=C1)C=1C=C(C=C(C1C1=CC=CC=C1)C(C)(C)C)C1=NNC=N1)C1=CC=CC=C1 3-(biphenyl-4-yl)-4-phenyl-5-t-butylphenyl-1,2,4-Triazole